3-((1H-indazol-4-yl)methyl)-5-methyl-7-(methylsulfinyl)-3,5-dihydro-4H-pyridazino[4,5-b]indol-4-one N1N=CC2=C(C=CC=C12)CN1N=CC2=C(N(C=3C=C(C=CC23)S(=O)C)C)C1=O